C1(=CC=CC=C1)C1N(CCNC1)C(=O)N1CC2(CCCC2)C(CC1)=CC1=NC=CC(N1)=O (7-(2-phenylpiperazine-1-carbonyl)-7-azaspiro[4.5]Decan-10-ylidenemethyl)pyrimidin-4(3H)-one